6-[(1-methyl-1H-indazol-5-yl)amino]-1-{6-[(1-methylpiperidin-4-yl)oxy]pyridin-2-yl}-2-propyl-1H,2H,3H-pyrazolo[3,4-d]pyrimidin-3-one CN1N=CC2=CC(=CC=C12)NC1=NC=C2C(=N1)N(N(C2=O)CCC)C2=NC(=CC=C2)OC2CCN(CC2)C